(2R)-2-(4-bromophenoxy)-3-fluoro(2-2H)propanoic acid BrC1=CC=C(O[C@](C(=O)O)(CF)[2H])C=C1